tert-Butyl 3-aminopropoxycarbamate NCCCONC(OC(C)(C)C)=O